[N+](=O)([O-])C1=CC=C(N)C=C1 para-nitro-anilin